ClC1=CC=C(CNC=2C(=NC=C(C2)N2CCOCC2)C#N)C=C1 (4-chlorobenzylamino)-5-(morpholin-4-yl)pyridine-2-carbonitrile